aminoundecanoate hydrochloride Cl.NC(C(=O)O)CCCCCCCCC